o-carboxybenzamidoperoxyhexanoic acid C(=O)(O)C1=C(C(=O)NC(C(=O)OO)CCCC)C=CC=C1